C(C)(C)(C)OC(CN1N=C(C(=C1)I)OC1CC1)=O 2-(3-Cyclopropoxy-4-iodo-1H-pyrazol-1-yl)acetic acid tert-butyl ester